ClC1=CC=CC(=N1)C1=NC=CC(=C1)C(=O)NC 6'-chloro-N-methyl-[2,2'-bipyridine]-4-carboxamide